N1(N=CC=C1)C1N=C(OC1)C1=CC=C(C=C1)C 4-(1H-pyrazol-1-yl)-2-(p-tolyl)-4,5-dihydrooxazole